C(#N)C1=NC2=CC(=CC(=C2C=C1C1=CC=C(C=C1)OC)[C@H](C)NC1=C(C(=O)O)C=CC=C1)C (S)-2-((1-(2-cyano-3-(4-methoxyphenyl)-7-methylquinolin-5-yl)ethyl)amino)benzoic acid